C1(CCCC1)N(CCNC(C1=CN=C(C(=C1)NC1=NN(C2=NC(=NC=C21)NC=2C=NC=NC2)C)C)=O)C N-(2-(cyclopentyl(methyl)amino)ethyl)-6-methyl-5-((1-methyl-6-(pyrimidin-5-ylamino)-1H-pyrazolo[3,4-d]pyrimidin-3-yl)amino)nicotinamide